C(CCCCCCCCCCCCCC)(=O)OC[C@@H](OC(CCCCCCCCCCCCCC)=O)COP(=O)(O)OCC[N+](C)(C)C 1,2-bispentadecanoyl-sn-glycero-3-phosphorylcholine